5-{p-[2-(5-ethyl-2-pyridyl)ethoxy]benzyl}-2,4-thiazolidinedione C(C)C=1C=CC(=NC1)CCOC1=CC=C(CC2C(NC(S2)=O)=O)C=C1